CBr The molecule is a one-carbon compound in which the carbon is attached by single bonds to three bromine atoms and one hydrogen atom. It is produced naturally by marine algae. It has a role as a fumigant insecticide, a marine metabolite and an algal metabolite. It is a member of methyl halides, a member of bromomethanes and a bromohydrocarbon.